C(C)(C)OC=1C=CC(=NC1)C1=NSC(=N1)NC1=NC=C(C=C1S(=O)(=O)Cl)C(F)(F)F 2-((3-(5-Isopropoxypyridin-2-yl)-1,2,4-thiadiazol-5-yl)amino)-5-(trifluoromethyl)pyridine-3-sulfonyl chloride